(2-fluoro-4-(2-fluorophenoxy)phenyl)(4-(((3R,6S)-6-(hydroxymethyl)tetrahydro-2H-pyran-3-yl)amino)-1H-pyrrolo[2,3-b]pyridin-3-yl)methanone FC1=C(C=CC(=C1)OC1=C(C=CC=C1)F)C(=O)C1=CNC2=NC=CC(=C21)N[C@H]2CO[C@@H](CC2)CO